N1N=CC=C1C1=NC=C2N1N=C(C=C2C2CCOCC2)N2[C@@H](COCC2)C (R)-4-(7-(1H-pyrazol-5-yl)-4-(tetrahydro-2H-pyran-4-yl)imidazo[1,5-b]pyridazin-2-yl)-3-methylmorpholine